hexyl-(dimethoxy)silane C(CCCCC)[SiH](OC)OC